C(C1=CC=CC=C1)N(C[C@H](C(=O)OC)NC(=O)OC(C)(C)C)C methyl (R)-3-(benzyl(methyl)amino)-2-((tert-butoxycarbonyl)amino)propanoate